N-[(1R)-1-[3-amino-5-(trifluoromethyl)phenyl]ethyl]-5-[(3S)-tetrahydrofuran-3-yl]oxy-1H-indole-7-carboxamide NC=1C=C(C=C(C1)C(F)(F)F)[C@@H](C)NC(=O)C=1C=C(C=C2C=CNC12)O[C@@H]1COCC1